C(CN)C(C(=O)O)N The molecule is a diamino acid that is butyric acid in which a hydrogen at position 2 and a hydrogen at position 4 are replaced by amino groups. It is a diamino acid, a gamma-amino acid and a non-proteinogenic alpha-amino acid. It derives from a butyric acid.